FC(C=1C=CC(=NC1)N1CCC(CC1)CC(=O)O)(F)F 2-(1-(5-(trifluoromethyl)pyridin-2-yl)piperidin-4-yl)acetic Acid